2'-fluoro-4'-(1,1,1,3,3,3-hexafluoro-2-hydroxypropan-2-yl)-[1,1'-biphenyl]-4-Formaldehyde FC1=C(C=CC(=C1)C(C(F)(F)F)(C(F)(F)F)O)C1=CC=C(C=C1)C=O